2-((4-fluorophenyl)(piperazin-1-yl)methyl)-3-methylphenol FC1=CC=C(C=C1)C(C1=C(C=CC=C1C)O)N1CCNCC1